FC1=CC(=CC=2NC(=NC21)C=2NC=C(C2)C(C2=C(C=CC=C2)C(F)(F)F)=O)N2C[C@@H]1N(CC2)C(OC1)=O (S)-7-(4-fluoro-2-(4-(2-(trifluoromethyl)benzoyl)-1H-pyrrol-2-yl)-1H-benzo[d]imidazol-6-yl)tetrahydro-1H-oxazolo[3,4-a]pyrazin-3(5H)-one